C/C/1=C\\CC[C@@]2([C@@H](O2)C[C@H]3[C@H]([C@@H](/C(=C/CC1)/C)O)OC(=O)C3=C)CO The molecule is a cembrane diterpenoid isolated from Sinularia gibberosa and has been found to exhibit antineoplastic activity. It has a role as a metabolite and an antineoplastic agent. It is a cembrane diterpenoid, a gamma-lactone, an epoxide, a macrocycle, a secondary alcohol and a primary alcohol.